acetamide, monocitrate salt C(CC(O)(C(=O)O)CC(=O)O)(=O)O.C(C)(=O)N